3-chloro-6-{6-[(dimethylphosphoryl)methoxy]pyridin-3-yl}-7-fluoro-N-[(1R)-1-(2-fluorophenyl)ethyl]-2-methylquinolin-4-amine ClC=1C(=NC2=CC(=C(C=C2C1N[C@H](C)C1=C(C=CC=C1)F)C=1C=NC(=CC1)OCP(=O)(C)C)F)C